[Cl-].C(C)(C)[NH+]1OC(C2C1C(CC(C2)C)C)(C)C 1-isopropyl-3,3,5,7-tetramethyloctahydrobenzo[c]isoxazol-1-ium chloride